C(C)(C)(C)OC(=O)N1CCC(CC1)C1=NC(=CC=C1)OCC1=C(C=C(C=C1)C(C)=O)C.O(C)CCOC=1C=C2C(=NC=NC2=CC1OCCOC)N1CCN(CC1)C1=CC=C(C=C1)[N+](=O)[O-] 6,7-bis(2-methoxylethoxy)-4-(4-(4-nitrophenyl)piperazin-1-yl)quinazoline Tert-butyl-4-(6-((4-acetyl-2-methylbenzyl)oxy)pyridin-2-yl)piperidine-1-carboxylate